C(C)(C)(C)C1=CC=C(C=C1)/C(/C#N)=C/C#N 2-p-tert-butylphenyl-maleonitrile